1-bromo-3-iodo-5,5-dimethylhydantoin BrN1C(=O)N(C(=O)C1(C)C)I